[Br-].C1=C(C=CC2=CC=CC=C12)C1=C[N+]2=C(C3=[N+]1C=CC=C3)C=CC=C2.[Br-] 6-(naphthalen-2-yl)dipyrido[1,2-a:2',1'-c]pyrazine-5,8-diium bromide